2,6-bis[(3,5-dimethyl-4-hydroxyphenyl)methyl]-4-ethylphenol CC=1C=C(C=C(C1O)C)CC1=C(C(=CC(=C1)CC)CC1=CC(=C(C(=C1)C)O)C)O